4-[2-oxo-2-(N-phenylanilino)ethyl]piperidine-4-carboxylic acid O=C(CC1(CCNCC1)C(=O)O)N(C1=CC=CC=C1)C1=CC=CC=C1